(S)-N-((R)-1-(4-carbamimidoylthiophen-2-yl)ethyl)-7-((4-fluoro-5-(4-fluorophenyl)picolinoyl)glycyl)-1,4-dioxa-7-azaspiro[4.4]nonane-8-carboxamide C(N)(=N)C=1C=C(SC1)[C@@H](C)NC(=O)[C@H]1N(CC2(OCCO2)C1)C(CNC(C1=NC=C(C(=C1)F)C1=CC=C(C=C1)F)=O)=O